4-(6-(methoxycarbonyl)-2-methylpyridin-3-yl)piperazine-1-carboxylic acid tert-butyl ester C(C)(C)(C)OC(=O)N1CCN(CC1)C=1C(=NC(=CC1)C(=O)OC)C